N-(tetrahydro-2H-pyran-4-yl)-4-((2-aminomethyl-3-fluoroallyl)oxy)-benzamide trifluoroacetate FC(C(=O)O)(F)F.O1CCC(CC1)NC(C1=CC=C(C=C1)OCC(=CF)CN)=O